N[C@H]1CS(C2=C(N(C1=O)CC=1C=NC(=CC1)OC(C)C)C=C(C(=C2)F)C2=NOC(=N2)N2CCOC1(CC1)C2)(=O)=O (3R)-3-amino-8-fluoro-5-[(6-isopropoxy-3-pyridyl)methyl]-7-[5-(4-oxa-7-azaspiro[2.5]octan-7-yl)-1,2,4-oxadiazol-3-yl]-1,1-dioxo-2,3-dihydro-1lambda6,5-benzothiazepin-4-one